ClC=1C=C2C(=NC(=NC2=C(C1C1=CC(=CC2=CC=CC=C12)OCOC)F)F)N1CC2CCC(C1)N2C(=O)OC(C)(C)C tert-butyl 3-(6-chloro-2,8-difluoro-7-(3-(methoxymethoxy)naphthalen-1-yl)quinazolin-4-yl)-3,8-diazabicyclo[3.2.1]octane-8-carboxylate